OCC1=NN2C(CN(CC2)C(=O)OC(C)(C)C)=C1 tert-butyl 2-(hydroxymethyl)-6,7-dihydro-pyrazolo[1,5-a]pyrazine-5(4H)-carboxylate